[N-](S(=O)(=O)C(F)(F)F)S(=O)(=O)C(F)(F)F.C(C)[N+]1(CCCC1)C N-ethyl-N-methylpyrrolidinium bis(trifluoromethylsulfonyl)imide